C(C)(C)(C)OC(=O)N1CC=2C(C(C1)C)=NN(C2I)C 3-iodo-2,7-dimethyl-2,4,6,7-tetrahydro-5H-pyrazolo[4,3-c]pyridine-5-carboxylic acid tert-butyl ester